OCCN1CCN(CC1)C1=CC(=NC=2N1N=C(C2C2=CC=C(C=C2)C#CCCCCCCNC(OC(C)(C)C)=O)C)C2=CC=CC=C2 Tert-butyl (8-(4-(7-(4-(2-hydroxyethyl)piperazin-1-yl)-2-methyl-5-phenyl-pyrazolo[1,5-a]pyrimidin-3-yl)phenyl)oct-7-yn-1-yl)carbamate